6,9-dichloromethoxyacridine ClCOC=1C=C2N=C3C=CC=CC3=C(C2=CC1)OCCl